N-(3-chloro-6,12-dioxo-6,12-dihydroindolo[2,1-b]quinazolin-8-yl)acetamide ClC1=CC=C2C(N3C(=NC2=C1)C(C1=CC(=CC=C13)NC(C)=O)=O)=O